FC1=C(C=C(C(=C1)OC)C(NC1C2CCC(C1C(NC1=CC=C(C=C1)S(F)(F)(F)(F)F)=O)C2)=O)C2=CC=C(C=C2)C(=O)O 2'-fluoro-4'-methoxy-5'-((3-((4-(pentafluoro-λ6-sulfaneyl)phenyl)carbamoyl)bicyclo[2.2.1]heptan-2-yl)carbamoyl)-[1,1'-biphenyl]-4-carboxylic acid